FC(C)(F)C1=NC2=CC=C(C(=C2NC1=O)F)CN1CCN(CC1)C=1C=CC(=NC1C)C(=O)NC 5-[4-[[2-(1,1-Difluoroethyl)-5-fluoro-3-oxo-4H-quinoxalin-6-yl]methyl]piperazin-1-yl]-N,6-dimethyl-pyridine-2-carboxamide